2-[4-[5-Amino-4-cyano-1-(1,2,2,2-tetradeuterio-1-methylethyl)pyrazol-3-yl]phenyl]propanoic acid NC1=C(C(=NN1C(C([2H])([2H])[2H])(C)[2H])C1=CC=C(C=C1)C(C(=O)O)C)C#N